6-(tert-butyl)-11,11-bis(methoxymethyl)-2-oxo-6,7,11,12-tetrahydro-2H,10H-[1,4]dioxepino[2,3-g]pyrido[2,1-a]isoquinoline-3-carboxylic acid C(C)(C)(C)C1N2C(C3=CC4=C(C=C3C1)OCC(CO4)(COC)COC)=CC(C(=C2)C(=O)O)=O